(2R)-2-[[4-(2-chloro-4-fluoro-phenyl)-7-quinolyl]oxy]-1-(3,5-dimethylpiperazin-1-yl)propan ClC1=C(C=CC(=C1)F)C1=CC=NC2=CC(=CC=C12)O[C@@H](CN1CC(NC(C1)C)C)C